C1(=CC=CC=C1)C=1NC=C(N1)C1=CC=CC=C1 2,4-diphenyl-1H-imidazole